2-(1,3-dimethyl-2,4-dioxo-1,2,3,4-tetrahydro-5H-pyrrolo[3,2-D]pyrimidin-5-yl)-propionamide CN1C(N(C(C2=C1C=CN2C(C(=O)N)C)=O)C)=O